ClC1=C(C=CC=C1)N1C(SC=C1)=N 3-(2-chlorophenyl)thiazol-2(3H)-imine